(S)-2-(N-[4-Amino-5-(4-cyanobenzoyl)thiazol-2-yl]-4-fluoroanilino)propanamid NC=1N=C(SC1C(C1=CC=C(C=C1)C#N)=O)N(C1=CC=C(C=C1)F)[C@H](C(=O)N)C